4-((9-cyclopentyl-7,7-difluoro-5-methyl-6-oxo-6,7,8,9-tetrahydro-5H-pyrimido[4,5-b][1,4]diazepin-2-yl)amino)-2-fluoro-3-methoxybenzoic acid C1(CCCC1)N1C2=C(N(C(C(C1)(F)F)=O)C)C=NC(=N2)NC2=C(C(=C(C(=O)O)C=C2)F)OC